C(N)(=O)NC(CCN1CCC(CC1)C(C1=CC=C(C=C1)O)=O)=O N-carbamoyl-3-(4-(4-hydroxybenzoyl)piperidin-1-yl)propanamide